C(C)(C)OC1=CC=2N(C=C1C(=O)NC=1C(N(C=CC1)[C@@H]1[C@@H](C1)C)=O)C=C(N2)C21COC(C2)(C1)C 7-isopropoxy-2-(1-methyl-2-oxabicyclo[2.1.1]hexan-4-yl)-N-(1-((1S,2R)-2-methylcyclopropyl)-2-oxo-1,2-dihydropyridin-3-yl)imidazo[1,2-a]pyridine-6-carboxamide